(6Ar,10aR)-3-(1-hydroxy-2-methylpropan-2-yl)-6,6,9-trimethyl-6a,7,10,10a-tetrahydrobenzo[c]chromen-1-ol OCC(C)(C)C=1C=C(C=2[C@H]3[C@H](C(OC2C1)(C)C)CC=C(C3)C)O